1-(2-bromo-5-fluorophenyl)-4-(((2-methylbiphenyl-3-yl)methoxy)methyl)-1H-1,2,3-triazole BrC1=C(C=C(C=C1)F)N1N=NC(=C1)COCC=1C(=C(C=CC1)C1=CC=CC=C1)C